C(CCCCC(=O)OCC1CC2C(CC1)O2)(=O)OCC2CC1C(CC2)O1 bis(3,4-epoxycyclohexane-1-ylmethyl) adipate